acetic acid 3-(benzyloxy)-6-(2-((3,4-dimethoxyphenethyl) amino)-2-oxoethyl)-2-methoxybenzyl ester C(C1=CC=CC=C1)OC=1C(=C(COC(C)=O)C(=CC1)CC(=O)NCCC1=CC(=C(C=C1)OC)OC)OC